N1=CC=C2C=CC=3C(=C12)C=CC3 cyclopenta-indole